FC(C=1C=C(C=CC1)C1=CC(=CS1)C(=O)NC1=NC(=NS1)CC(C)N1CCCC1)(F)F 5-(3-(trifluoromethyl)phenyl)-N-(3-(2-(pyrrolidin-1-yl)propyl)-1,2,4-thiadiazol-5-yl)thiophene-3-carboxamide